[Cl-].[NH2+]1CCNCC1 piperazinium chloride salt